decyl 6-((2-hydroxyethyl)(3-((2-hydroxyethyl)(6-((2-octyldecyl)oxy)-6-oxohexyl)amino)propyl) amino)hexanoate OCCN(CCCCCC(=O)OCCCCCCCCCC)CCCN(CCCCCC(=O)OCC(CCCCCCCC)CCCCCCCC)CCO